tert-Butyl 4-(((1,6-dimethyl-2-oxo-1,2-dihydropyridin-4-yl)oxy)methyl)-1-(hydroxymethyl)-2-azabicyclo[2.1.1]hexane-2-carboxylate CN1C(C=C(C=C1C)OCC12CN(C(C1)(C2)CO)C(=O)OC(C)(C)C)=O